[Br-].C(CCCCC)[P+](CCCCCCCCCCCCCC)(CCCCCC)CCCCCC trihexyl-(tetradecyl)phosphonium bromide